O=C1NC(CCC1N1C(C2=C3C(C=CC=C13)=C(C=C2)C=O)=O)=O 1-(2,6-dioxo-3-piperidyl)-2-oxo-benzo[cd]indole-5-carbaldehyde